C(CCCCC)OCOCCCC(CC(CC(CC(CC(CC(C)I)C)C)C)C)C 14-iodo-4,6,8,10,12-pentamethylpentadecyl hexoxymethyl ether